[Si](C)(C)(C(C)(C)C)OC1=C(C=C(C=C1Cl)CO)Cl 1-(4-(tert-butyldimethylsilyloxy)-3,5-dichloro-phenyl)methanol